8-bromo-4-[tert-butyl(dimethyl)silyl]oxy-7-fluoro-3,4-dihydro-2H-pyrano[3,2-b]pyridin-6-amine BrC1=C2C(=NC(=C1F)N)C(CCO2)O[Si](C)(C)C(C)(C)C